CC1=C(C=NN1)[C@@H]1C[C@H](CN(C1)C1=NC(=NC=C1)C1=CN=C2N1C=C(C=C2)C(F)(F)F)O (3R,5S)-5-(5-methyl-1H-pyrazol-4-yl)-1-(2-(6-(trifluoromethyl)imidazo[1,2-a]pyridin-3-yl)pyrimidin-4-yl)piperidin-3-ol